NC1=C(N=CC2=C(C=CC=C12)C=1C(=NC(=CC1)F)C)C(=O)NCCC 4-amino-8-(6-fluoro-2-methylpyridin-3-yl)-N-propylisoquinoline-3-carboxamide